3-benzyl-1-(trans-4-((4-(4-chloro-1H-pyrazol-5-yl)-5-(trifluoromethyl)pyrimidin-2-yl)amino)cyclohexyl)-1-(5-(2-methoxypyrimidin-5-yl)pyrazin-2-yl)urea C(C1=CC=CC=C1)NC(N(C1=NC=C(N=C1)C=1C=NC(=NC1)OC)[C@@H]1CC[C@H](CC1)NC1=NC=C(C(=N1)C1=C(C=NN1)Cl)C(F)(F)F)=O